CCC(CCC(C)C)N1C2=CC=CC=C2SC=2C=C(C=CC12)Br 10-(3-isooctyl)-3-bromo-phenothiazine